O1C(=NC=C1)C1=CC=C(CC2=NN(C3=C2N=C(N=C3)C3=C(C=CC=C3)C(C)C)C)C=C1 3-[4-(oxazol-2-yl)benzyl]-5-(2-isopropylphenyl)-1-methyl-1H-pyrazolo[4,3-d]pyrimidine